2,4-diphenylcyclobutane-1-carboxylic acid-2-d C1(=CC=CC=C1)C1(C(C(C1)C1=CC=CC=C1)C(=O)O)[2H]